ClC1=CC=C(S1)/C=C/C1=CN(C2=NC=C(C=C21)NC(C=C)=O)C (E)-N-(3-(2-(5-Chlorothiophen-2-yl)vinyl)-1-methyl-1H-pyrrolo[2,3-b]pyridin-5-yl)acrylamide